5-methyl-2-(pyrrolidin-1-ylsulfonyl)-4-(4,4,5,5-tetramethyl-1,3,2-dioxaborolan-2-yl)-1-tosyl-1H-pyrrolo[2,3-b]pyridine CC=1C(=C2C(=NC1)N(C(=C2)S(=O)(=O)N2CCCC2)S(=O)(=O)C2=CC=C(C)C=C2)B2OC(C(O2)(C)C)(C)C